(+/-)-{2-[(3,5-difluoro-4-{[3-(1-methyl-1,2,3,6-tetrahydropyridin-4-yl)-1H-pyrrolo[2,3-b]pyridin-4-yl]oxy}phenyl)amino]-5-methyl-5,6-dihydro-4H-1,3-oxazin-5-yl}methanol FC=1C=C(C=C(C1OC1=C2C(=NC=C1)NC=C2C=2CCN(CC2)C)F)NC=2OC[C@@](CN2)(C)CO |r|